6-cyclopropyl-N-[5-(2,2-difluoroethyl)-4-methoxy-pyrimidin-2-yl]-1H-indole-3-sulfonic acid amide C1(CC1)C1=CC=C2C(=CNC2=C1)S(=O)(=O)NC1=NC=C(C(=N1)OC)CC(F)F